11,11',11'',11'''-(5-(2,6-dimethylpyridin-4-yl)-6-(2,6-diphenylpyrimidin-4-yl)benzene-1,2,3,4-tetrayl)tetrakis(11H-benzo[a]carbazole) CC1=NC(=CC(=C1)C=1C(=C(C(=C(C1C1=NC(=NC(=C1)C1=CC=CC=C1)C1=CC=CC=C1)N1C2=CC=CC=C2C2=CC=C3C(=C12)C=CC=C3)N3C1=CC=CC=C1C1=CC=C2C(=C31)C=CC=C2)N2C3=CC=CC=C3C3=CC=C1C(=C23)C=CC=C1)N1C2=CC=CC=C2C2=CC=C3C(=C12)C=CC=C3)C